C(C)O[Si](CCCNCCC[Si](OCC)(OCC)OCC)(OCC)OCC di-(gamma-triethoxysilylpropyl)amine